Cholest-5-en-3-yl {6-[4-{[tris(4-methoxyphenyl)methoxy]methyl}4-({[(2-cyanoethoxy)(diisopropylamino)phosphino]oxy}methyl)piperidin-1-yl]-6-oxohexyl}carbamate COC1=CC=C(C=C1)C(OCC1(CCN(CC1)C(CCCCCNC(OC1CC2=CC[C@H]3[C@@H]4CC[C@H]([C@@H](CCCC(C)C)C)[C@]4(CC[C@@H]3[C@]2(CC1)C)C)=O)=O)COP(N(C(C)C)C(C)C)OCCC#N)(C1=CC=C(C=C1)OC)C1=CC=C(C=C1)OC